[(methylsulfonyl)amino]benzenesulfonamide CS(=O)(=O)NC1=C(C=CC=C1)S(=O)(=O)N